C(CCCCl)Cl Butylenchlorid